1-(3-piperazin-1-ylpropyl)pyrrole-2,5-dione N1(CCNCC1)CCCN1C(C=CC1=O)=O